[Si](C)(C)(C(C)(C)C)OCCOC1=CC(=C(C=C1Cl)C1=CC=C2C(=CN=NC2=C1)NCC1=C(C=C(C=C1)OC)OC)C=1OC=CN1 7-[4-[2-[TERT-BUTYL(DIMETHYL)SILYL]OXYETHOXY]-5-CHLORO-2-OXAZOL-2-YL-PHENYL]-N-[(2,4-DIMETHOXYPHENYL)METHYL]CINNOLIN-4-AMINE